NC1(CCN(CC1)C(=O)C=1OC(=CC1)SC1=CC=C(C=C1)C(F)(F)F)C (4-amino-4-methylpiperidin-1-yl)(5-((4-(trifluoromethyl)phenyl)thio)furan-2-yl)methanone